O=C1N[C@H]2[C@@H](N1)CSC2 (3aS,4S,6aR)-2-oxohexahydro-1H-thieno[3,4-d]imidazol